tri(vinyldimethylsilane) borate B(O)(O)O.C(=C)[SiH](C)C.C(=C)[SiH](C)C.C(=C)[SiH](C)C